1-Methoxy-Propyl Acetate C(C)(=O)OC(CC)OC